C(C1=CC=CC=C1)(C1=CC=CC=C1)N1CCC2(CC(C2)SC=2C=C3CN(C(C3=CC2)=O)C2C(NC(CC2)=O)=O)CC1 3-(5-((7-benzhydryl-7-azaspiro[3.5]nonan-2-yl)thio)-1-oxoisoindolin-2-yl)piperidine-2,6-dione